The molecule is a member of the class of quinazolines that is quinazoline which is substituted at positions 2 and 4 by 2-fluorophenyl and (3-acetamidophenyl)nitrilo groups, respectively. It is a member of quinazolines, a secondary amino compound, an aromatic amine, an acetamide, a member of monofluorobenzenes and a substituted aniline. CC(=O)NC1=CC=CC(=C1)NC2=NC(=NC3=CC=CC=C32)C4=CC=CC=C4F